C(C)(C)(C)OC(=O)NCC=1C=C(C=CC1)B(O)O (3-((tert-butoxycarbonylamino)methyl)phenyl)boronic acid